CN1CCN(CC1)C1=CC=C(C=C1)C1=CC(=CC=C1)CN1CCOCC1 4-(4-methylpiperazin-1-yl)-3'-(morpholinomethyl)-[1,1'-biphenyl]